CN1CCN(CC1)CCOC1=CC(=C2C=NC=NC2=C1)OC1CCOCC1 7-[2-(4-methylpiperazin-1-yl)ethoxy]-5-tetrahydropyran-4-yloxyquinazoline